3-(((1-(2-hydroxyethyl)azetidin-3-yl)(methyl)carbamoyl)oxy)-2-(oleoyloxy)-propyl (9Z,12Z)-octadeca-9,12-dienoate C(CCCCCCC\C=C/C\C=C/CCCCC)(=O)OCC(COC(N(C)C1CN(C1)CCO)=O)OC(CCCCCCC\C=C/CCCCCCCC)=O